ClC1=CC=C(C=C1)C=1C=C(C(N(N1)C=1C=NN(C1)C)=O)C(=O)N[C@@H](C)C(C)(C)O 6-(4-Chlorophenyl)-N-[(2S)-3-hydroxy-3-methylbutan-2-yl]-2-(1-methyl-1H-pyrazol-4-yl)-3-oxo-2,3-dihydropyridazine-4-carboxamide